OCCCCN1CCC(CC1)CN1CCN(CC1)C(=O)OCC1=CC=CC=C1 benzyl 4-[[1-(4-hydroxybutyl)-4-piperidyl]methyl]piperazine-1-carboxylate